O=C1OC(=O)C2C=CC=C3C=CC=C1C=23 1,8-Naphthalic Anhydride